CS[P] methyl-thio-endo-phosphorus